CC1=NOC(=C1S(=O)(=O)N1CC(OCC1)C=1C2=C(SC1)C=CC=C2)C 3-[4-(3,5-dimethyl-isoxazole-4-sulfonyl)-morpholin-2-yl]-benzo[b]thiophene